tetraethyl-2,5-di-tert-butyl-1,4-phenylene diphosphate O1P(OC=2C(C(=C1C(C2C(C)(C)C)(CC)CC)C(C)(C)C)(CC)CC)(=O)OP(=O)([O-])[O-]